2-amino-m-cresol NC1=C(C=CC=C1O)C